C(C)(C)(C)OC(=O)N1CCN(C2=CC=CC(=C12)C)C1=CC2=C(N=C(N=C2)S(=O)(=O)C)N(C1=O)C1COCC1 8-methyl-4-(2-methylsulfonyl-7-oxo-8-tetrahydrofuran-3-yl-pyrido[2,3-d]pyrimidin-6-yl)-2,3-dihydroquinoxaline-1-carboxylic acid tert-butyl ester